FC1=CC=C(OC2=CC=C(C=C2)C2=CC(=CC(=N2)C(=O)N)CNS(=O)(=O)C)C=C1 6-(4-(4-fluorophenoxy)phenyl)-4-(methylsulfonamidomethyl)picolinamide